2-methoxyacridin COC1=CC2=CC3=CC=CC=C3N=C2C=C1